(2S,4r)-1-[(2S)-2-(4-cyclopropyl-triazol-1-yl)-3,3-dimethyl-butyryl]-4-hydroxy-N-[1-(1-morpholinocyclopentyl)ethyl]pyrrolidine-2-carboxamide C1(CC1)C=1N=NN(C1)[C@H](C(=O)N1[C@@H](C[C@H](C1)O)C(=O)NC(C)C1(CCCC1)N1CCOCC1)C(C)(C)C